3-(benzo[d]thiazol-7-ylsulfonyl)-1-(4-(3-chloro-5-methylpyridin-4-yl)piperazin-1-yl)propan-1-one S1C=NC2=C1C(=CC=C2)S(=O)(=O)CCC(=O)N2CCN(CC2)C2=C(C=NC=C2C)Cl